C(C=C)NS(=O)(=O)C1=CC=C(C=C1)N1N=C(C=C1C1=CC=C(C=C1)C)C(F)(F)F N-allyl-4-(5-(p-tolyl)-3-(trifluoromethyl)-1H-pyrazol-1-yl)benzenesulfonamide